2'-((6-aminopyrimidin-4-yl)amino)spiro[piperidine-4,4'-thieno[2,3-c]pyrrol]-6'(5'H)-one NC1=CC(=NC=N1)NC1=CC2=C(C(NC23CCNCC3)=O)S1